2-(2-((1R,3R)-3-fluorocyclobutyl)-2H-pyrazolo[3,4-b]pyrazin-6-yl)-3-methyl-5-(trifluoromethyl)phenol FC1CC(C1)N1N=C2N=C(C=NC2=C1)C1=C(C=C(C=C1C)C(F)(F)F)O